Methyl (2S)-2-(tert-butoxycarbonylamino)-3-chloro-propanoate C(C)(C)(C)OC(=O)N[C@@H](C(=O)OC)CCl